N-(2-chloro-5-methylbenzyl)-2-(2,5-dimethoxyphenyl)ethan-1-amine ClC1=C(CNCCC2=C(C=CC(=C2)OC)OC)C=C(C=C1)C